C(C1=CN=CC=C1)(=O)OC1=CC(=CC(=C1)C=NC1=C(C(=CC=C1)Cl)Cl)Cl 3-chloro-5-((2,3-dichlorophenylimino)-methyl)phenyl nicotinate